C(C)(C)(C)N1CCCC1 (S)-tert-butyl-pyrrolidin